[Si](C)(C)(C(C)(C)C)C[Si](Cl)(C)C(C)(C)C TBDMS(t-butyldimethylchlorosilane)